OP(O)(=O)OP(=O)(O)O.OC/C(=C/C)/C (E)-4-hydroxy-3-methyl-but-2-ene pyrophosphate